FC=1C=C(C=CC1OC1=NC=CC(=C1)C(F)(F)F)C1=CC=CN2C1=NS(CC2)(=O)=O 9-(3-fluoro-4-{[4-(trifluoromethyl)pyridin-2-yl]oxy}phenyl)-3,4-dihydropyrido[2,1-c][1,2,4]thiadiazine 2,2-dioxide